4-[4-(5-Chloro-1,3-benzooxazol-2-yl)piperidin-1-yl]-1,6-dimethyl-2-oxo-1,2-dihydroquinoline-3-carboxamide ClC=1C=CC2=C(N=C(O2)C2CCN(CC2)C2=C(C(N(C3=CC=C(C=C23)C)C)=O)C(=O)N)C1